(2S,4R)-1-((S)-2-amino-3,3-dimethylbutanoyl)-4-hydroxy-N-(4-(4-methylthiazol-5-yl)benzyl)pyrrolidine-2-carboxamide, hydrochloride Cl.N[C@H](C(=O)N1[C@@H](C[C@H](C1)O)C(=O)NCC1=CC=C(C=C1)C1=C(N=CS1)C)C(C)(C)C